O1C(=O)[C-]=CC2=CC=CC=C12 coumarinide